Methyl [(6s)-4-(4-Chlorophenyl)-2,3,9-Trimethyl-6h-Thieno[3,2-F][1,2,4]triazolo[4,3-A][1,4]diazepin-6-Yl]acetate ClC1=CC=C(C=C1)C1=N[C@H](C=2N(C3=C1C(=C(S3)C)C)C(=NN2)C)CC(=O)OC